2-(1-isopropyl-1H-benzo[d][1,2,3]triazol-5-yl)-6-methoxy-benzo[d]oxazole C(C)(C)N1N=NC2=C1C=CC(=C2)C=2OC1=C(N2)C=CC(=C1)OC